1-methoxy-N-((5-((trimethylsilyl)ethynyl)pyridin-2-yl)methyl)propan-2-amine COCC(C)NCC1=NC=C(C=C1)C#C[Si](C)(C)C